C(C)OC(C(NNC)C1CC1)=O.C1(CC1)N1C=NC2=C1C=CC(=C2)C#CC=2C=C(C(=O)NC1=NC=CC(=C1)C(F)(F)F)C=CC2C 3-((1-cyclopropyl-1H-benzo[d]imidazol-5-yl)ethynyl)-4-methyl-N-(4-(trifluoromethyl)pyridin-2-yl)benzamide ethyl-2-cyclopropyl-2-(2-methylhydrazineyl)acetate